4-methyl-N-(3-((4-(6-phenylimidazo[2,1-b]thiazol-5-yl)pyrimidin-2-yl)amino)propyl)benzenesulfonamide CC1=CC=C(C=C1)S(=O)(=O)NCCCNC1=NC=CC(=N1)C1=C(N=C2SC=CN21)C2=CC=CC=C2